FC=1C(=NC(=NC1)N)C1=CC2=C(N(N=C2C=C1)C)C(=C)C 5-fluoro-4-(2-methyl-3-(prop-1-en-2-yl)-2H-indazol-5-yl)pyrimidin-2-amine